FC=1C=C2C(=CNC2=CC1)C1CCN(CC1)CCC1=C(C=C(C=C1)F)C1=COC=C1 5-fluoro-3-(1-(4-fluoro-2-(furan-3-yl)phenethyl)piperidin-4-yl)-1H-indole